F[C@H]1C[C@H](N(C1)C)[C@H](C)O (1S)-1-[(2S,4S)-4-Fluoro-1-methylpyrrolidin-2-yl]ethan-1-ol